O1NCC2=C1C=CC=C2 benzo[d]isoxazolidine